7-bromo-4-(((tert-butyldimethylsilyl)oxy)methyl)-2-chloroquinoline BrC1=CC=C2C(=CC(=NC2=C1)Cl)CO[Si](C)(C)C(C)(C)C